C(C1=CC=CC=C1)N1C(=CC2=CC=CC=C12)C 1-benzyl-2-methyl-1H-indole